(3S)-3-{4-[(4-methylpiperidin-1-yl)methyl]phenyl}-2,3-dihydro[1,4]dioxino[2,3-b]pyridine CC1CCN(CC1)CC1=CC=C(C=C1)[C@H]1COC=2C(=NC=CC2)O1